FC=1C=C(C=C(C1C)F)C1CC=NN1C(=O)C12CC(C1)(C2)COC2=NC=C(C#N)C=C2 6-((3-(5-(3,5-difluoro-4-methylphenyl)-4,5-dihydro-1H-pyrazole-1-carbonyl)-bicyclo[1.1.1]pentan-1-yl)-methoxy)nicotinonitrile